5-(5-{[5-(2-amino-6-bromo-1,3-benzodiazol-1-yl)-5-methylhexyl]oxy}-1-methylpyrazol-4-yl)-1-methyl-6-oxopyridine-3-carboxylic acid NC1=NC2=C(N1C(CCCCOC1=C(C=NN1C)C1=CC(=CN(C1=O)C)C(=O)O)(C)C)C=C(C=C2)Br